O=C1NC(CCC1N1C(N(C2=C1C=CC(=C2)C2CCN(CC2)CC2CC(C2)OCCNC(OC(C)(C)C)=O)C)=O)=O 1-Tert-butyl N-[2-[3-[[4-[1-(2,6-dioxo-3-piperidyl)-3-methyl-2-oxo-benzimidazol-5-yl]-1-piperidyl]methyl]cyclobutoxy]ethyl]carbamate